7-(1-methylcyclopropyl)-1H-indazole-3-amine CC1(CC1)C=1C=CC=C2C(=NNC12)N